C(=O)O.CNCCCOC=1C=CC(=NC1)C1=NC=CC(=C1)C1=NOC(=N1)C(F)(F)F N-methyl-3-((4'-(5-(trifluoromethyl)-1,2,4-oxadiazol-3-yl)-[2,2'-bipyridin]-5-yl)oxy)propan-1-amine formate salt